OC=1C(=CC(=C2C=CC=NC12)C(F)(F)F)C(C=1C=NC=CC1)C(C(=O)N)CC ((8-hydroxy-5-(trifluoromethyl)quinolin-7-yl)(pyridin-3-yl)methyl)butyramide